N-((3R,4R)-4-(5-bromo-6-methoxy-2H-indazol-2-yl)-3-methylcyclohexyl)-N-methylacetamide BrC1=CC2=CN(N=C2C=C1OC)[C@H]1[C@@H](CC(CC1)N(C(C)=O)C)C